1-((2-((2,2-difluoroethyl)amino)pyridin-4-yl)methyl)-5,5-dimethyl-3-(4-((trifluoromethyl)thio)phenyl)imidazolidine-2,4-dione FC(CNC1=NC=CC(=C1)CN1C(N(C(C1(C)C)=O)C1=CC=C(C=C1)SC(F)(F)F)=O)F